tert-Butyl ((R)-2-hydroxy-2-methyl-1-(4-(((S)-2-methylpentyl-1,1-d2)oxy)phenyl)propyl)carbamate OC([C@@H](C1=CC=C(C=C1)OC([C@H](CCC)C)([2H])[2H])NC(OC(C)(C)C)=O)(C)C